(2S,4r)-N-[[5-(tert-butoxymethyl)isoxazol-3-yl]methyl]-1-[(2S)-2-(4-cyclopropyltriazol-1-yl)-3,3-dimethyl-butyryl]-4-hydroxy-pyrrolidine-2-carboxamide C(C)(C)(C)OCC1=CC(=NO1)CNC(=O)[C@H]1N(C[C@@H](C1)O)C([C@H](C(C)(C)C)N1N=NC(=C1)C1CC1)=O